(4-((S)-2-(1-(3-((S)-chroman-3-yl)-2-cyanoguanidino)cyclopropyl)-2-(dimethylamino)ethyl)phenyl)boronic acid O1C[C@H](CC2=CC=CC=C12)NC(NC1(CC1)[C@H](CC1=CC=C(C=C1)B(O)O)N(C)C)=NC#N